N1(CCNCCCNCCNCCC1)CC1=CC=C(C=C1)CN1CCNCCCNCCNCCC1 1,4-Bis((1,4,8,11-tetraazacyclotetradec-1-yl)methyl)benzene